Cl.CN1CCC(CC1)CCC(=O)N 3-(1-methylpiperidin-4-yl)propanamide hydrochloride